Chlorate Cl(=O)(=O)[O-]